COCCN1N=CC(=C1)NC=1OC(=CN1)C1=CC=C(C=C1)N1C(NCC1)=O 1-(4-{2-[1-(2-Methoxy-ethyl)-1H-pyrazol-4-ylamino]-oxazol-5-yl}-phenyl)-imidazolidin-2-one